ClC=1C2=CN(N=C2C=CC1C1=NNC2=NC(=CN=C21)N2CC1C(C1CC2)(C2=NOC(=C2)C2CC2)CN)C [3-[3-(4-chloro-2-methylindazol-5-yl)-1H-pyrazolo[3,4-b]pyrazin-6-yl]-7-(5-cyclopropyl-1,2-oxazol-3-yl)-3-azabicyclo[4.1.0]heptan-7-yl]methanamine